N-(3-((1r,3r,5r,7r)-adamantan-2-ylamino)propyl)-5-(4-chloro-phenyl)-1-(2,4-dichloro-phenyl)-4-methyl-1H-pyrrole-3-carboxamide C12C(C3CC(CC(C1)C3)C2)NCCCNC(=O)C2=CN(C(=C2C)C2=CC=C(C=C2)Cl)C2=C(C=C(C=C2)Cl)Cl